6-chloro-4-(2-(methylsulfonyl)ethyl)-3,4-dihydro-2H-benzo[b][1,4]oxazine-2-carboxylic acid ClC1=CC2=C(OC(CN2CCS(=O)(=O)C)C(=O)O)C=C1